OC(=O)C(F)(F)F.C(C)(C)NC(C)=O N-isopropylacetamide TFA salt